N-[[4-[5-(trifluoromethyl)-1,2,4-oxadiazol-3-yl]phenyl]-methyl]-propanamide FC(C1=NC(=NO1)C1=CC=C(C=C1)CNC(CC)=O)(F)F